(R)-1'-(2-(5-Amino-4-chloro-3-(3,5-difluoropyridin-2-yl)-1H-pyrazol-1-yl)acetyl)-6-chloro-5-fluorospiro[benzo[d][1,3]oxazine-4,3'-pyrrolidin]-2(1H)-one NC1=C(C(=NN1CC(=O)N1C[C@@]2(CC1)C1=C(NC(O2)=O)C=CC(=C1F)Cl)C1=NC=C(C=C1F)F)Cl